N-[3-(4-methylpyridin-3-yl)propyl]-1-(7-methylthiothieno[3,2-d]pyrimidin-4-yl)-4-piperidylamine CC1=C(C=NC=C1)CCCNC1CCN(CC1)C=1C2=C(N=CN1)C(=CS2)SC